ClC1=NC=CC2=C1C=C(S2)C=O 4-chlorothieno[3,2-c]pyridine-2-carbaldehyde